tert-butyl 4-[7-({8-fluoro-2-methylimidazo[1,2-a]pyridin-6-yl}carbamoyl)-2-(2-methoxy-2-oxoethyl)indazol-4-yl]piperazine-1-carboxylate FC=1C=2N(C=C(C1)NC(=O)C1=CC=C(C3=CN(N=C13)CC(=O)OC)N1CCN(CC1)C(=O)OC(C)(C)C)C=C(N2)C